(S)-1-(5-chloro-2-ethoxybenzyl)-3-methylpiperazine hydrochloride Cl.ClC=1C=CC(=C(CN2C[C@@H](NCC2)C)C1)OCC